6-((1-hydroxy-2-methylpropan-2-yl)amino)-N-(4-methyl-3-(pyridin-3-yl)phenyl)-2-(6-azaspiro[2.5]oct-6-yl)nicotinamide OCC(C)(C)NC1=NC(=C(C(=O)NC2=CC(=C(C=C2)C)C=2C=NC=CC2)C=C1)N1CCC2(CC2)CC1